C(C=C)(=O)N1CC2(CN(C2)C2=CC=C(C=C2)/C=C/C=2C=3N(C=C(C2)C=2C=NN(C2)C)N=CC3C#N)C1 (E)-4-(4-(6-acryloyl-2,6-diazaspiro[3.3]heptane-2-yl)phenylvinyl)-6-(1-methyl-1H-pyrazol-4-yl)pyrazolo[1,5-a]pyridine-3-carbonitrile